ClC=1C=C(C=CC1)[C@@H](CO)NC(=O)C=1OC=C(N1)C1=NC(=NC=C1C(F)(F)F)NC1=CC=NN1C (S)-N-(1-(3-chlorophenyl)-2-hydroxyethyl)-4-(2-((1-methyl-1H-pyrazol-5-yl)amino)-5-(trifluoromethyl)pyrimidin-4-yl)oxazole-2-carboxamide